3-{8,8-difluoro-7-hydroxy-5-(trifluoromethyl)bicyclo[4.2.0]oct-1,3,5-triene-2-enyloxy}-5-trifluoromethylbenzonitrile FC1(C(C2=C(C(=C=C=C12)OC=1C=C(C#N)C=C(C1)C(F)(F)F)C(F)(F)F)O)F